N1-(2-Aminoethyl)-6-chloro-N3-(3,4-dichlorophenyl)-9H-carbazole-1,3-diamine NCCNC1=CC(=CC=2C3=CC(=CC=C3NC12)Cl)NC1=CC(=C(C=C1)Cl)Cl